FC=1C=C(C=C(C1)F)NC=1C=C2C(=CNC2=CC1)NC(C1=C(C=C(C=C1)N(C)CCN(C)C)NC1CCOCC1)=O N-(5-((3,5-difluorophenyl)amino)-1H-indol-3-yl)-4-((2-(dimethylamino)ethyl)(methyl)amino)-2-((tetrahydro-2H-pyran-4-yl)amino)benzamide